3,5-dichloro-4-((1-oxo-1,2-dihydroisoquinolin-6-yl)oxy)benzene ClC=1C=CC=C(C1OC=1C=C2C=CNC(C2=CC1)=O)Cl